FC1=C(C(=CC=2SC(=CC21)CO)OC)OC (4-Fluoro-5,6-dimethoxybenzo[b]thiophen-2-yl)methanol